C1(CC1)C1=NNC(=C1)NC1=CC2=C(C(=NO2)NS(=O)(=O)C2=C(C=C(C=C2OC)C2N(CCC2)CC)OC)C=C1OC N-{6-[(3-cyclopropyl-1H-pyrazol-5-yl)amino]-5-methoxy-1,2-benzoxazol-3-yl}-4-(1-ethylpyrrolidin-2-yl)-2,6-dimethoxybenzene-1-sulfonamide